3-(5-(((1R,2R)-2-(bis((3-methyloxetan-3-yl)methyl)amino)cyclopentyl)oxy)-1-oxoisoindolin-2-yl)piperidine-2,6-dione CC1(COC1)CN([C@H]1[C@@H](CCC1)OC=1C=C2CN(C(C2=CC1)=O)C1C(NC(CC1)=O)=O)CC1(COC1)C